C(C)N(CCC1=CNC=2C=CC=C(C12)O)CC 3-[2-(diethylamino)ethyl]-1H-indol-4-ol